C1(C=CC=C1)C1=C(C2=C(C=CC=3CC=4C=CC5=C(C4C23)C=CC=C5)C=C1)C(C)C 2-[(cyclopentadienyl)-(7H-dibenzo[c,g]fluorenyl)]Propane